ClC1=C(C(=O)NC(=O)NC2=CC=C(C=C2)Cl)C(=CC=C1)Cl N-(2,6-dichlorobenzoyl)-N'-(4-chlorophenyl)urea